(R)-(1-(7-bromo-4-((1-(3,4,5-trimethoxyphenyl)-1H-imidazol-4-yl)amino)quinazolin-2-yl)pyrrolidin-2-yl)methanol BrC1=CC=C2C(=NC(=NC2=C1)N1[C@H](CCC1)CO)NC=1N=CN(C1)C1=CC(=C(C(=C1)OC)OC)OC